6-Hydroxyspiro[1,4-dihydroquinolin-3,1'-cyclopropane]-2-one OC=1C=C2CC3(CC3)C(NC2=CC1)=O